rac-(R)-6-(3,3-Difluoro-4-hydroxypyrrolidin-1-yl)quinoline-4-carboxylic acid FC1(CN(C[C@H]1O)C=1C=C2C(=CC=NC2=CC1)C(=O)O)F |r|